C12(CC(C1)C2)N2[C@@H](C=1NC3=CC=CC=C3C1C[C@H]2C)C2=CC=C(C=C2)N2CCC(CC2)C=O 1-(4-((1R,3R)-2-(bicyclo[1.1.1]pentan-1-yl)-3-methyl-2,3,4,9-tetrahydro-1H-pyrido[3,4-b]indol-1-yl)phenyl)piperidine-4-carbaldehyde